COC(CC1=C(C=C(C=C1)B1OC(C(O1)(C)C)(C)C)OC)=O.NC1=C(C(=NN1C(C)C)C1=CC(=C(C=C1)CC(=O)OC)OC)C(N)=O Methyl 2-[4-(5-amino-4-carbamoyl-1-isopropyl-pyrazol-3-yl)-2-methoxy-phenyl]acetate Methyl-2-[2-methoxy-4-(4,4,5,5-tetramethyl-1,3,2-dioxaborolan-2-yl)phenyl]acetate